1,3,5-tricyanopentane C(#N)CCC(CCC#N)C#N